BrC1=CC(=C(S1)CC(C)(C)O)C(=O)N 5-bromo-2-(2-hydroxy-2-methylpropyl)thiophene-3-carboxamide